6-chloro-4-phenyl-3-[5-[4-(1-propylpyrazol-4-yl)phenyl]-4,5-dihydro-1H-pyrazol-3-yl]-1H-quinolin-2-one ClC=1C=C2C(=C(C(NC2=CC1)=O)C1=NNC(C1)C1=CC=C(C=C1)C=1C=NN(C1)CCC)C1=CC=CC=C1